1-[1-[4-(3,4-dichloro-2-fluoro-anilino)quinazolin-6-yl]-3-azabicyclo[4.1.0]heptan-3-yl]prop-2-en-1-one ClC=1C(=C(NC2=NC=NC3=CC=C(C=C23)C23CN(CCC3C2)C(C=C)=O)C=CC1Cl)F